5-(((1S,2R)-2-(Diethylamino)cyclopentyl)(methyl)amino)-2-(2,6-dioxopiperidin-3-yl)isoindolin-1,3-dion C(C)N([C@H]1[C@H](CCC1)N(C=1C=C2C(N(C(C2=CC1)=O)C1C(NC(CC1)=O)=O)=O)C)CC